1-methyl-5-(1-methyl-3-{[4-(1-methyl-1H-benzimidazol-4-yl)phenoxy]methyl}-1H-pyrazol-4-yl)pyridin-2(1H)-one CN1C(C=CC(=C1)C=1C(=NN(C1)C)COC1=CC=C(C=C1)C1=CC=CC=2N(C=NC21)C)=O